BrC=1C=C(C=C2C=CC(=NC12)NCC1=CC=C(C=C1)OC)[N+](=O)[O-] 8-bromo-N-(4-methoxybenzyl)-6-nitroquinoline-2-amine